COCCCCCO pentylene glycol monomethyl ether